4-(1-fluoro-1-((1-methyl-1H-pyrazol-5-yl)sulfonyl)ethyl)-N-(6-methyl-pyridin-3-yl)piperidine FC(C)(S(=O)(=O)C1=CC=NN1C)C1CCN(CC1)C=1C=NC(=CC1)C